(S)-1-(3-(1-((tert-butoxycarbonyl)amino)-3-methoxy-3-oxopropyl)phenyl)-6-(trifluoromethoxy)-1H-indole-2-carboxylic acid C(C)(C)(C)OC(=O)N[C@@H](CC(=O)OC)C=1C=C(C=CC1)N1C(=CC2=CC=C(C=C12)OC(F)(F)F)C(=O)O